CC1=NN(C(=C1)C)C=1C=C(C=CC1)C1=CC=C(S1)CC(=O)NCCN1CCOCC1 2-(5-(3-(3,5-Dimethyl-1H-pyrazol-1-yl)phenyl)thiophen-2-yl)-N-(2-morpholinoethyl)acetamid